4-[(3S)-3-amino-3-methylpyrrolidin-1-yl]-6-cyano-N-[(1S)-1-cyclopropylethyl]-5-(1,2-oxazol-4-yl)pyridine-3-carboxamide N[C@@]1(CN(CC1)C1=C(C=NC(=C1C=1C=NOC1)C#N)C(=O)N[C@@H](C)C1CC1)C